BrC1=C(C(=CC(=C1)C(C)(C)C)Br)C1=C(C(=CC=C1)N)N (2,6-dibromo-4-(tert-butyl)phenyl)benzene-1,2-diamine